O=C1NC(CCC1N1C(C2=CC(=C(C=C2C1)CN(C)CC1=CC=C(C=C1)C=1OC2=C(C1)C=C(C=C2C(=O)N)F)F)=O)=O 2-(4-((((2-(2,6-dioxopiperidin-3-yl)-6-fluoro-1-oxoisoindoline-5-yl)methyl)(methyl)amino)methyl)phenyl)-5-fluorobenzofuran-7-carboxamide